perfluoroethyl-silver sulfide [S-2].FC(C(F)(F)F)([Ag])F